C1CCC2=C(C=3CCCC3C=C12)NC(=O)N=[S@](=O)(N)C=1SC(=C(N1)C(C)(C)O)C (R)-N'-((1,2,3,5,6,7-hexahydro-s-indacen-4-yl)carbamoyl)-4-(2-hydroxy-propan-2-yl)-5-methyl-thiazole-2-sulfonimidamide